5-AMINO-1H-PYRAZOLE-3-CARBALDEHYDE NC1=CC(=NN1)C=O